CC=1N=C(SC1)N1CCN(CC1)C(=O)OC(C)(C)C tert-Butyl 4-(4-methylthiazol-2-yl)piperazine-1-carboxylate